N-[(3S,4S)-3-fluoro-1-methyl-4-piperidyl]-6-{3-[4-(N-methylcarbamoyl)-5-fluoro-2-anisidino]-1-propynyl}-1-(2,2,2-trifluoroethyl)-1H-benzo[d]imidazole-4-carboxamide F[C@H]1CN(CC[C@@H]1NC(=O)C1=CC(=CC=2N(C=NC21)CC(F)(F)F)C#CCNC=2C(OC)=CC(=C(C2)C(NC)=O)F)C